(S)-4-amino-2-(Boc-amino)butyric acid NCC[C@@H](C(=O)O)NC(=O)OC(C)(C)C